3-(6-chloropyridazin-3-yl)-5-[(1R)-1-(3,5-dichloro-4-pyridinyl)ethoxy]-1-tetrahydropyran-2-yl-indazole ClC1=CC=C(N=N1)C1=NN(C2=CC=C(C=C12)O[C@H](C)C1=C(C=NC=C1Cl)Cl)C1OCCCC1